tert-butyl 3-phenyl-L-alaninate hydrochloride Cl.C1(=CC=CC=C1)C[C@H](N)C(=O)OC(C)(C)C